COC=1C=C2C(=CN(C2=CC1)C(C(=O)NC1=C(C=CC(=C1)N1CCNCC1)C)C)C 2-(5-methoxy-3-methyl-indol-1-yl)-N-(2-methyl-5-piperazin-1-yl-phenyl)propanamide